C(CC1=CC=CC=C1)C1C(N(C1CCC1=CC=CC=C1)C=1C=CC=C2C=CC=NC12)=O 3,4-diphenethyl-1-(quinolin-8-yl)azetidin-2-one